FC1=CC=C(C=C1)N1CCN(CC1)C(=O)C1=NN(C(C2=CC=CC=C12)=O)C1=C(C=CC=C1)OC 4-[[4-(4-fluorophenyl)-1-piperazinyl]carbonyl]-2-(2-methoxyphenyl)-1(2H)-phthalazinone